(9,9'-spirobifluorene-2-yl)-8-bromodibenzo[b,d]thiophene C1=C(C=CC=2C3=CC=CC=C3C3(C12)C1=CC=CC=C1C=1C=CC=CC13)C1=CC=CC=3SC2=C(C31)C=C(C=C2)Br